Tert-butyl (2R,5S)-4-(6-bromoquinazolin-4-yl)-2,5-dimethylpiperazine-1-carboxylate BrC=1C=C2C(=NC=NC2=CC1)N1C[C@H](N(C[C@@H]1C)C(=O)OC(C)(C)C)C